tert-butyl (1r,5s,6r)-6-[(4-methyl-1,3-thiazol-2-yl) carbonyl]-3-azabicyclo[3.1.0]hexane-3-carboxylate CC=1N=C(SC1)C(=O)C1[C@H]2CN(C[C@@H]12)C(=O)OC(C)(C)C